CC1=C(N(C=2N=CNC(C21)=O)C=2SC=CC2)C(=O)OC methyl 5-methyl-4-oxo-7-(2-thienyl)-4,7-dihydro-3H-pyrrolo[2,3-d]-pyrimidine-6-carboxylate